2-((1H-pyrazol-3-yl)methyl)-6-((2,3-dihydrobenzo[b][1,4]dioxin-6-yl)methyl)-4-methyl-4,6-dihydro-5H-thiazolo[5',4':4,5]pyrrolo[2,3-d]pyridazin-5-one N1N=C(C=C1)CC=1SC2=C(N(C=3C(N(N=CC32)CC3=CC2=C(OCCO2)C=C3)=O)C)N1